tert-butyl (7-fluoro-3-((6-isopropyl-7-oxo-5,6,7,8-tetrahydro-4H-pyrazolo[1,5-d][1,4]diazepin-2-yl)amino)-6-methoxyisoquinolin-8-yl)carbamate FC1=C(C=C2C=C(N=CC2=C1NC(OC(C)(C)C)=O)NC1=NN2CC(N(CCC2=C1)C(C)C)=O)OC